6-vinylpyridineformaldehyde C(=C)C1=CC=CC(=N1)C=O